N(=C=O)C1=CC=C(C=C1)OP(=S)(OC1=CC=C(C=C1)N=C=O)OC1=CC=C(C=C1)N=C=O tri(4-isocyanatophenyl)thiophosphate